5-(cyclopropylmethyl)-3-(4-fluoro-3-(1H-inden-2-yl)phenyl)-4-(3-fluoro-4-sulfamoylbenzyl)-1H-pyrazol C1(CC1)CC1=C(C(=NN1)C1=CC(=C(C=C1)F)C=1CC2=CC=CC=C2C1)CC1=CC(=C(C=C1)S(N)(=O)=O)F